dineopentyl-[(trimethylsiloxy)dimethyl-siloxy]silane C(C(C)(C)C)[SiH](O[Si](C)(C)O[Si](C)(C)C)CC(C)(C)C